IC1=C(C=NC(=C1)OC)N 4-Iodo-6-methoxypyridin-3-amine